N-{4-[2-(3-azabicyclo[3.1.0]hex-3-yl)-2-oxoethyl]phenyl}{[(4-fluorophenyl)methyl]amino}carboxamide C12CN(CC2C1)C(CC1=CC=C(C=C1)NC(=O)NCC1=CC=C(C=C1)F)=O